C(C)(C)(C)OCCCCCC[Si](C1C(=CC2=CC=CC=C12)C1=C(C=C(C=C1)C(C)(C)C)C)(C1C(=CC2=CC=CC=C12)C1=C(C=C(C=C1)C(C)(C)C)C)C (6-t-butoxyhexyl)(methyl)-bis(2-methyl-4-t-butylphenylindenyl)silane